ClC1=C(C=C(C(=C1)F)C1=NC=C(C=C1Cl)C(F)(F)F)C1=NOC(C1)(C(=O)OCC1=C(C=C(C=C1)Cl)Cl)C 2,4-dichlorobenzyl 3-(2-chloro-5-(3-chloro-5-(trifluoromethyl) pyridin-2-yl)-4-fluorophenyl)-5-methyl-4,5-dihydroisoxazole-5-carboxylate